C(C)OC(=O)[C@H]1CN(CC[C@@H]1NC(=O)C=1OC(=CN1)C1=C(C=C(C=C1)F)F)C(=O)OC(C)(C)C (3S,4S)-4-{[5-(2,4-difluoro-phenyl)-oxazole-2-carbonyl]-amino}-piperidine-1,3-dicarboxylic acid 1-tert-butyl ester 3-ethyl ester